C1(=CC=CC=C1)C(=CCNC[C@H](C)C1=CC=CC=C1)C1=CC=CC=C1 (R)-3,3-diphenyl-N-(2-phenylpropyl)prop-2-en-1-amine